7-(2-hydroxyethoxy)-4-methylcoumarin OCCOC1=CC=C2C(=CC(OC2=C1)=O)C